N-(4,5-Dimethoxy-2-((4-(2-(((1-methyl-1H-indazol-5-yl)methyl)((5-phenylpyridin-3-yl)methyl)amino)ethyl)phenyl)carbamoyl)phenyl)-6-methyl-4-oxo-4H-chromene-2-carboxamide COC1=CC(=C(C=C1OC)NC(=O)C=1OC2=CC=C(C=C2C(C1)=O)C)C(NC1=CC=C(C=C1)CCN(CC=1C=NC=C(C1)C1=CC=CC=C1)CC=1C=C2C=NN(C2=CC1)C)=O